P1(=O)(OC2=C(C=C(C=C2C(C)(C)C)C(C)(C)C)C(C2=C(C(=CC(=C2)C(C)(C)C)C(C)(C)C)O1)O)[O-].[Al+3].OC1C2=C(C(=CC(=C2)C(C)(C)C)C(C)(C)C)OP(=O)(OC2=C1C=C(C=C2C(C)(C)C)C(C)(C)C)[O-].OC2C1=C(C(=CC(=C1)C(C)(C)C)C(C)(C)C)OP(=O)(OC1=C2C=C(C=C1C(C)(C)C)C(C)(C)C)[O-] aluminum hydroxy-2,2'-methylene-bis(4,6-di-t-butylphenyl) phosphate